C(#N)C=1C=NN2C1C(=CC(=C2)C=2C=NN(C2C)C2CCC(CC2)NC(CO)=O)SC2=C(C=C(C=C2)F)C#N N-((1r,4r)-4-(4-(3-cyano-4-((2-cyano-4-fluorophenyl)thio)pyrazolo[1,5-a]pyridin-6-yl)-5-methyl-1H-pyrazol-1-yl)cyclohexyl)-2-hydroxyacetamide